BrC1=C(C=CC=C1)C[C@@H](C)N (R)-1-(2-bromophenyl)propan-2-amine